ClC1=C(C(=O)C2=CNC3=C2C2=C(NC(C(N2)(C)COC)=O)C=N3)C=CC(=C1)OC1=NC=CC(=C1F)C 9-(2-chloro-4-((3-fluoro-4-methylpyridin-2-yl)oxy)benzoyl)-2-(methoxymethyl)-2-methyl-4,7-dihydro-1H-pyrrolo[3',2':5,6]pyrido[3,4-b]pyrazin-3(2H)-one